NC1=C(C(=O)NC2=CC=C(C=C2)OC(F)(F)Cl)C=C(C(=N1)N1C[C@@H](CC1)F)Br (R)-2-amino-5-bromo-N-(4-(chlorodifluoromethoxy)phenyl)-6-(3-fluoropyrrolidin-1-yl)nicotinamide